COC(C1=C(C=C(C=C1)N)N1CCCCCC1)=O 4-amino-2-(azepan-1-yl)benzoic acid methyl ester